ClCCC(=O)C1=CC=C(C=C1)C 3-chloro-1-(p-tolyl)propan-1-one